N-(3-chloro-2-fluorophenylmethyl)-2-((2-(3-methyloxetan-3-yl)ethyl)amino)acetamide ClC=1C(=C(C=CC1)CNC(CNCCC1(COC1)C)=O)F